Di-tertbutyl dicarbonate C(=O)(OC(C)(C)C)OC(=O)OC(C)(C)C